C(CCCCCCCCCCCCCCCCCCCCC)N1CCN(CC1)CC(CO)O 3-(4-docosyl-1-piperazinyl)-1,2-propanediol